P(O)(=O)(OP(=O)(O)OP(=O)(O)O)OC[C@@H]1[C@H]([C@H]([C@@H](O1)C1=C(N(C(=O)NC1=O)C)CCCC)O)O 1-methyl-6-butyl-pseudouridine triphosphate